3,6-anhydro-α-d-galactose O[C@@H]1[C@H](O)[C@@H]2[C@@H](O)[C@H](O1)CO2